C(C)(C)(C)OC(=O)NC=1C(=C(C(=O)OC)C(=CC1)F)Cl methyl 3-((tert-butoxycarbonyl)amino)-2-chloro-6-fluorobenzoate